C(C1=CC=CC=C1)N1C(=NOC1=O)C(O)C1=C(C(=CC=C1)C(F)(F)F)Cl 4-benzyl-3-{[2-chloro-3-(trifluoromethyl)phenyl](hydroxy)methyl}-4,5-dihydro-1,2,4-oxadiazol-5-one